C(CCC)C(CC)CCCCCCC 3-butyldecane